methyl 2-(4-(4-chloro-2-fluorophenyl)piperazin-1-yl)benzoate ClC1=CC(=C(C=C1)N1CCN(CC1)C1=C(C(=O)OC)C=CC=C1)F